(4-Bromo-2-fluoro-3-methyl-phenyl)methanol BrC1=C(C(=C(C=C1)CO)F)C